2-METHYLISONICOTINIC ACID CC=1C=C(C(=O)O)C=CN1